C(C)NC(OC(C)(C)C)=O Tert-butyl ethylcarbamate